CC1(COCC(CN1)(O)C)C 3,3,6-Trimethyl-1,4-oxazepan-6-ol